mercaptoethyldithiol diacrylate C(C=C)(=O)O.C(C=C)(=O)O.SCCC1SSC=C1